[Br-].COC=1C=C2C(=C3C=CC=CC13)C(C(C2)C)=C2C1=CC=CC=C1SC=1C=CC(=CC21)C#CCCCC[P+](C2=CC=CC=C2)(C2=CC=CC=C2)C2=CC=CC=C2 (6-(9-(5-methoxy-2-methyl-2,3-dihydro-1H-cyclopenta[a]naphthalen-1-ylidene)-9H-thioxanthen-2-yl)hex-5-yn-1-yl)triphenylphosphonium bromide